CC1=C(C=C(C=C1)NC(=O)N(C)C)NC(=O)N(C)C N,N''-(4-methyl-1,3-phenylene)bis(N',N'-dimethyl-urea)